(S)-4-(2-(3-fluoro-4-methylphenyl)-2H-pyrazolo[3,4-d]pyrimidin-4-yl)-N-(thieno[2,3-c]pyridin-5-ylmethyl)piperazine-2-carboxamide FC=1C=C(C=CC1C)N1N=C2N=CN=C(C2=C1)N1C[C@H](NCC1)C(=O)NCC=1C=C2C(=CN1)SC=C2